BrCC1=CC2=C(SC(=C2)C(=O)OCC)C=C1 Ethyl 5-(bromomethyl)benzo[b]thiophene-2-carboxylate